C1(CC1)NS(=O)(=O)C=1C=CC(=C(C(=O)NC2=CC(=CC=C2)NS(=O)(=O)C)C1)C 5-(N-cyclopropylsulfamoyl)-2-methyl-N-(3-(methylsulfonamido)phenyl)benzamide